1-tert-butyl 3-methyl 3-[({4'-cyano-[1,1'-biphenyl]-4-yl}oxy)methyl]pyrrolidine-1,3-dicarboxylate C(#N)C1=CC=C(C=C1)C1=CC=C(C=C1)OCC1(CN(CC1)C(=O)OC(C)(C)C)C(=O)OC